FC1=CC=C(C=C1)C1C(CC1)(C(=O)N)C1=NC=2CCCN(C2C=C1)C(=O)C1OCCCC1 (4-fluorophenyl)-1-(5-(tetrahydro-2H-pyran-2-carbonyl)-5,6,7,8-tetrahydro-1,5-naphthyridin-2-yl)cyclobutanecarboxamide